6-(5-(2-fluoro-5-formylbenzoyl)-2,5-diazabicyclo[4.1.0]heptan-2-yl)nicotinonitrile FC1=C(C(=O)N2CCN(C3CC23)C2=NC=C(C#N)C=C2)C=C(C=C1)C=O